ClC1=C2C(=NC=C1C=1C=C(C=CC1)N1C(CN(CC1)CC1=C3C(N(C(C3=CC=C1)=O)C1C(NC(CC1)=O)=O)=O)=O)NC=C2CC ((4-(3-(4-chloro-3-ethyl-1H-pyrrolo[2,3-b]pyridin-5-yl)phenyl)-3-oxopiperazin-1-yl)methyl)-2-(2,6-dioxopiperidin-3-yl)isoindoline-1,3-dione